OC(CN(C(CCC(=O)OCCN1CCN(CC1)CCSSCCCN(CC(CCCCCC\C=C/C\C=C/C\C=C/CC)O)CC(CCCCCC\C=C/C\C=C/C\C=C/CC)O)C)CC(CCCCCC\C=C/C\C=C/CCCCC)O)CCCCCC\C=C/C\C=C/CCCCC 2-(4-(2-((3-(Bis((9Z,12Z,15Z)-2-hydroxyoctadeca-9,12,15-trien-1-yl)amino)propyl)disulfaneyl)ethyl)piperazin-1-yl)ethyl 4-(bis((9Z,12Z)-2-hydroxyoctadeca-9,12-dien-1-yl)amino)pentanoate